9,9-Di(ethoxyethyl)fluorene C(C)OCCC1(C2=CC=CC=C2C=2C=CC=CC12)CCOCC